O=C1NC(CCC1N1CC2=NC(=CC=C2C1=O)NC(OC1=CC=CC=C1)=O)=O Phenyl (6-(2,6-dioxopiperidin-3-yl)-5-oxo-6,7-dihydro-5H-pyrrolo[3,4-b]pyridin-2-yl)carbamate